(E)-1-[4-(12-Hydroxydodecoxy)phenyl]-3-phenylprop-2-en-1-one OCCCCCCCCCCCCOC1=CC=C(C=C1)C(\C=C\C1=CC=CC=C1)=O